C(#C)C1=CC=C(C=C1)C1CN(CC(C1)CC(=O)OC)C(=O)OC(C)(C)C tert-butyl 3-(4-ethynylphenyl)-5-(2-methoxy-2-oxoethyl)piperidine-1-carboxylate